COC1=C(CC2(C(C=CC=C2C)N)N)C=CC=C1 1-(2-methoxybenzyl)-6-methylbenzene-1,2-diamine